3-(5,7-difluoroquinolin-6-yl)-2,7-dihydro-1H-2a,4,6,7,9,9a-hexaazadicyclopenta[cd,f]azulene FC1=C2C=CC=NC2=CC(=C1C1=NC2=CN=C3N(C4=C2N1CC4)N=CN3)F